1-(1-(6-bromoquinazolin-4-yl)azetidin-3-yl)-2-oxo-pyrrolidine-3-carboxylic acid BrC=1C=C2C(=NC=NC2=CC1)N1CC(C1)N1C(C(CC1)C(=O)O)=O